N-[5-[5-[(1R,2S)-2-fluorocyclopropyl]-1,2,4-oxadiazol-3-yl]-2-methyl-phenyl]-7-[(1R*)-1-(2-hydroxyethoxy)ethyl]imidazo[1,2-a]pyridine-3-carboxamide F[C@@H]1[C@H](C1)C1=NC(=NO1)C=1C=CC(=C(C1)NC(=O)C1=CN=C2N1C=CC(=C2)[C@@H](C)OCCO)C |o1:27|